C1C2(CN3CCCC13CO)COC2 (dihydro-1'H,3'H-spiro[oxetane-3,2'-pyrrolizine]-7a'(5'H)-yl)-methanol